[1-(methylamino)cyclopropyl]methanol CNC1(CC1)CO